FC1=CC=C(C(=O)N[C@@H](CO)C2=NC(=NO2)C2=CC(=CC=C2)C(F)(F)F)C=C1 4-Fluoro-N-[(1S)-2-hydroxy-1-{3-[3-(trifluoromethyl)phenyl]-1,2,4-oxadiazol-5-yl}ethyl]benzamid